OCCC1N(CCC1)C(=O)O.NCC(=O)NC=1C=CC(=C(C(=O)N[C@H](C)C2=CC=CC3=CC=CC=C23)C1)N(C)C (R)-5-(2-aminoacetamido)-2-(dimethylamino)-N-(1-(naphthalen-1-yl)ethyl)benzamide 2-(2-Hydroxyethyl)pyrrolidine-1-carboxylate